(2S)-1-(6-oxo-6-undecoxy-hexyl)-4-prop-2-enoyloxy-pyrrolidine-2-carboxylic acid [8-(1-octylnonyloxy)-8-oxo-octyl] ester C(CCCCCCC)C(CCCCCCCC)OC(CCCCCCCOC(=O)[C@H]1N(CC(C1)OC(C=C)=O)CCCCCC(OCCCCCCCCCCC)=O)=O